Cl\C(\C(F)(F)F)=C/C(F)(F)F Z-2-chloro-1,1,1,4,4,4-hexafluoro-2-butene